N-(1-(2-chloro-4-methylphenyl)-2-oxopyrrolidin-3-yl)-2-(1H-indol-3-yl)-2-oxoacetamide ClC1=C(C=CC(=C1)C)N1C(C(CC1)NC(C(=O)C1=CNC2=CC=CC=C12)=O)=O